C(#N)C1=NC=CC2=CC=CC(=C12)Br 1-Cyano-8-bromoisoquinoline